C(C1=CC=CC=C1)N(C(C(=C)C)=O)C1=CC=CC=C1 N-benzyl-N-phenyl-methacrylamide